3-fluoro-4-((3-(piperidin-4-yloxy)phenoxy)methyl)benzonitrile FC=1C=C(C#N)C=CC1COC1=CC(=CC=C1)OC1CCNCC1